2-methyl-N-[3-(methylcarbamoyl)oxolan-3-yl]-5-{[2-(trifluoromethyl)pyridin-3-yl]methoxy}-2H-indazole-3-carboxamide CN1N=C2C=CC(=CC2=C1C(=O)NC1(COCC1)C(NC)=O)OCC=1C(=NC=CC1)C(F)(F)F